(2S)-[(N-{N-[((benzyloxy))carbonyl]glycyl}-L-alanyl)amino]-1-hydroxy-3-(phenyl)propane tert-butyl-3-(difluoromethyl)-4-hydroxy-3-methylpyrrolidine-1-carboxylate C(C)(C)(C)OC(=O)N1CC(C(C1)O)(C)C(F)F.C(C1=CC=CC=C1)OC(=O)NCC(=O)N[C@@H](C)C(=O)NC(CCC1=CC=CC=C1)O